3,4-Dimethoxy-α-methylbenzylamine COC=1C=C(C(C)N)C=CC1OC